C(C)(C)(C)OC(=O)N[C@@H](CC(=O)OCC)C1=CC(=NC=C1)C1=C(C=CC=C1C)C ethyl (S)-3-((tert-butoxycarbonyl)amino)-3-(2-(2,6-dimethylphenyl)pyridin-4-yl)propanoate